COC(C1=C(C(=C(C=C1)C(C)C)OC)F)=O 2-Fluoro-4-isopropyl-3-methoxybenzoic acid methyl ester